COC1=CC=C(C=C1)N1N=C(C(=C1)C(=O)C1=CC=C(C=C1)Br)C(=O)C1=CC=C(C=C1)Br (1-(4-methoxyphenyl)-1H-pyrazol-3,4-diyl)bis((4-bromophenyl)methanone)